(S)-6-(2-(bromomethyl)acryloyl)-4-(2-(1-ethyl-3-(trifluoromethyl)-1H-pyrazol-4-yl)phenyl)-4,5,6,7-tetrahydrothieno[2,3-c]pyridine-2-carbonitrile BrCC(C(=O)N1CC2=C([C@@H](C1)C1=C(C=CC=C1)C=1C(=NN(C1)CC)C(F)(F)F)C=C(S2)C#N)=C